CC[C@@H]([C@@H](CCCCCC)O)O (3S,4R)-decan-3,4-diol